3-Chloro-6-((1-(6-(difluoromethyl)pyridin-3-yl)-4-methyl-1H-1,2,3-triazol-5-yl)methoxy)Pyridazine ClC=1N=NC(=CC1)OCC1=C(N=NN1C=1C=NC(=CC1)C(F)F)C